ClC1=C(C#N)C=CC(=C1)N1CC2(CC1)CCN(CC2)C2=CC(=C(C=C2)C(=O)N2CCN(CC2)CC2CCN(CC2)C=2C=C1C(N(C(C1=CC2)=O)C2C(NC(CC2)=O)=O)=O)F 2-chloro-4-(8-(4-(4-((1-(2-(2,6-dioxopiperidin-3-yl)-1,3-dioxoisoindolin-5-yl)piperidin-4-yl)methyl)piperazine-1-carbonyl)-3-fluorophenyl)-2,8-diazaspiro[4.5]decan-2-yl)benzonitrile